CNC(=O)C1=CC(=CC=2N1N=CC2)C N,5-dimethylpyrazolo[1,5-a]pyridine-7-carboxamide